(2S,3R)-2-amino-3-cyclopropyl-3-(1H-indol-3-yl)propanoic acid N[C@H](C(=O)O)[C@@H](C1=CNC2=CC=CC=C12)C1CC1